(S)-7-fluoro-1,2,3,4-tetrahydronaphthalene-1-amine FC1=CC=C2CCC[C@@H](C2=C1)N